methyl 3-fluoro-2-methoxy-4-(4,4,5,5-tetramethyl-1,3,2-dioxaborolan-2-yl)benzoate FC=1C(=C(C(=O)OC)C=CC1B1OC(C(O1)(C)C)(C)C)OC